COC1=C(CNCCC2=C(C=C(C(=C2)OC)SCC)OC)C=CC=C1 N-(2-methoxybenzyl)-1-[2,5-dimethoxy-4-(ethylthio)phenyl]-2-amino-ethane